Cl.NCCNS(=O)(=O)C1=C(C=C(C(=C1)N1C(N(C(=CC1=O)C(F)(F)F)C)=O)F)Cl N-(2-aminoethyl)-2-chloro-4-fluoro-5-(3-methyl-2,6-dioxo-4-(trifluoromethyl)-3,6-dihydropyrimidine-1(2H)-yl)benzenesulfonamide hydrochloride